1-[2-[bis[(4-methoxyphenyl)methyl]amino]-4-methoxy-pyrimidin-5-yl]-2,3,3-trifluoro-prop-2-en-1-ol COC1=CC=C(C=C1)CN(C1=NC=C(C(=N1)OC)C(C(=C(F)F)F)O)CC1=CC=C(C=C1)OC